O1CCN(CC1)C=1C2=C(N=C(N1)C=1C=C(C=CC1)O)C=CS2 3-(4-morpholinothieno(3,2-d)pyrimidin-2-yl)phenol